FC1C(C2=C(C=CC(=C2C1)F)S(=O)(=O)C)(OC)OC 2,4-difluoro-1,1-dimethoxy-7-(methylsulfonyl)-2,3-dihydro-1H-indene